4,5-dimethoxy-2-nitrobenzoic acid COC1=CC(=C(C(=O)O)C=C1OC)[N+](=O)[O-]